The molecule is an amino cyclitol consisting of scyllo-inositol with the hydroxy groups at positions 1 and 3 replaced by unsubstituted amino groups. It derives from a scyllo-inositol. [C@H]1([C@H](C([C@H]([C@@H](C1O)N)O)O)O)N